COC(CN)CN 2-methoxy-1,3-propanediamine